C(C(=C)C)(=O)OC(C)COC(C)COC(C)COC(C(=C)C)=O Tripropylenglycol dimethacrylat